(2S)-benzyl 2-(chloro(naphthalen-1-yloxy)phosphorylamino)propanoate ClC1=C(C2=CC=CC=C2C=C1)OP(=O)=N[C@H](C(=O)OCC1=CC=CC=C1)C